(S)-3-amino-pyrrolidine-1-carboxylic acid (4-{5-amino-6-[1-(2-chloro-3,6-difluoro-phenyl)-ethoxy]-pyrazin-2-yl}-phenyl)-amide NC=1N=CC(=NC1OC(C)C1=C(C(=CC=C1F)F)Cl)C1=CC=C(C=C1)NC(=O)N1C[C@H](CC1)N